4-[1-(4-amino-3-methyl-1H-pyrazolo[3,4-d]pyrimidin-1-yl)ethyl]-6-chloro-3-ethoxy-2-[1-(ethylsulfonyl)azetidin-3-yl]benzonitrile NC1=C2C(=NC=N1)N(N=C2C)C(C)C2=C(C(=C(C#N)C(=C2)Cl)C2CN(C2)S(=O)(=O)CC)OCC